FC(C=1N=C2N(C\C=C/CC3=C2C=CC(=C3)C#N)C1)(F)F (Z)-2-(trifluoromethyl)-5,8-dihydrobenzo[c]imidazo[1,2-a]azocine-10-carbonitrile